FC1=NN2C(N=CC3=C2C(CC3C(=O)O)(C)C)=C1C 2-fluoro-3,8,8-trimethyl-7,8-dihydro-6H-cyclopenta[e]pyrazolo[1,5-a]pyrimidine-6-carboxylic acid